FC=1C(=NC(=NC1)NC=1C=NN(C1)C)NC=1C=C(C=CC1)NC(C=C)=O N-[3-({5-fluoro-2-[(1-methyl-1H-pyrazol-4-yl)amino]pyrimidin-4-yl}amino)phenyl]prop-2-enamide